6-ethoxy-N-((R)-2-hydroxy-2-((S)-1,2,3,4-tetrahydroisoquinolin-3-yl)ethyl)-1-oxo-2-((tetrahydro-2H-pyran-4-yl)methyl)isoindoline-5-carboxamide hydrochloride Cl.C(C)OC1=C(C=C2CN(C(C2=C1)=O)CC1CCOCC1)C(=O)NC[C@H]([C@H]1NCC2=CC=CC=C2C1)O